isopropyl (R)-2-(1-allyl-6-(1-aminoethyl)-1H-pyrrolo[2,3-b]pyridin-2-yl)-7-methoxy-1-methyl-1H-benzo[d]imidazole-5-carboxylate C(C=C)N1C(=CC=2C1=NC(=CC2)[C@@H](C)N)C2=NC1=C(N2C)C(=CC(=C1)C(=O)OC(C)C)OC